1,4-bis(2,4-bismaleimidophenoxy)benzene C1(C=CC(N1C1=C(OC2=CC=C(C=C2)OC2=C(C=C(C=C2)N2C(C=CC2=O)=O)N2C(C=CC2=O)=O)C=CC(=C1)N1C(C=CC1=O)=O)=O)=O